C1=C(C=CC2=CC=CC=C12)C=1C=C(C=CC1)C1=CC=C2CCC(N(C2=C1)CCN1CCCCC1)=O 7-[3-(naphthalen-2-yl)phenyl]-1-[2-(piperidin-1-yl)ethyl]-3,4-dihydro-quinolin-2(1H)-one